F[C@H]1C[C@H](N2N=C(N=C21)COC(C)C)C2=CC=CC=C2 (5s,7s)-7-fluoro-2-(isopropoxymethyl)-5-phenyl-6,7-dihydro-5H-pyrrolo[1,2-b][1,2,4]triazole